2-(2-amino-ethyl)-aniline NCCC1=C(N)C=CC=C1